ClC1=NC(=NC(=C1)N1C[C@H](CC1)OC)C1=CC=CC=C1 (S)-4-chloro-6-(3-methoxypyrrolidin-1-yl)-2-phenylpyrimidine